tert-butyl ((3R,6S)-6-(((methylsulfonyl)methoxy)methyl)tetrahydro-2H-pyran-3-yl)carbamate CS(=O)(=O)COC[C@@H]1CC[C@H](CO1)NC(OC(C)(C)C)=O